pyridazine trihydrochloride salt Cl.Cl.Cl.N1=NC=CC=C1